N[C@H](C(=O)O[C@@H]1C[C@H]2N(CCC3=CC(=C(C=C23)OC)OC)C[C@H]1CC(C)C)C(C)C (2R,3R,11bR)-3-isobutyl-9,10-dimethoxy-1,3,4,6,7,11b-hexahydro-2H-pyrido[2,1-a]isoquinolin-2-yl (S)-2-amino-3-methyl-butanoate